1-(2-chloro-6-methylisonicotinoyl)-3-methyl-1,2,3,6-tetrahydropyridin ClC=1C=C(C(=O)N2CC(C=CC2)C)C=C(N1)C